BrC1=C(C(=CC(=C1)Cl)C(N)=O)NC(=O)C=1N(N=C(C1)OCC(F)(F)F)CC(F)F N-(2-bromo-6-carbamoyl-4-chloro-phenyl)-2-(2,2-difluoroethyl)-5-(2,2,2-trifluoroethoxy)pyrazole-3-carboxamide